BrCCCCCCCCOC1=CC=C(C(=O)OC)C=C1 methyl 4-(8-bromooctoxy)benzoate